N-(4-methylsulfonyl-2-methylbutan-2-yl)-2-(pyridin-4-yl)pyrido[3,4-d]pyrimidin-4-amine CS(=O)(=O)CCC(C)(C)NC=1C2=C(N=C(N1)C1=CC=NC=C1)C=NC=C2